9-[4-(4-chlorophenoxy)phenyl]-3,4,6,7,8,9-hexahydropyrido[2,1-c][1,2,4]thiadiazine 2,2-dioxide ClC1=CC=C(OC2=CC=C(C=C2)C2CCCN3C2=NS(CC3)(=O)=O)C=C1